1-(4-trifluoromethoxyphenyl)ethan FC(OC1=CC=C(C=C1)CC)(F)F